ClC1=C(C(=O)NC2=C(C=CC=C2)C2=CC=C(C=C2)C#CC(C)(C)C)C=CC=N1 2-chloro-N-[4'-(3,3-dimethylbut-1-yn-1-yl)biphenyl-2-yl]nicotinamide